1-(4-[4-Amino-5-[2-(3,5-dimethoxyphenyl)ethynyl]pyrrolo[2,1-f][1,2,4]triazin-7-yl]-2-(methoxymethyl)pyrrolidin-1-yl)prop-2-en-1-one NC1=NC=NN2C1=C(C=C2C2CC(N(C2)C(C=C)=O)COC)C#CC2=CC(=CC(=C2)OC)OC